C(C)(=O)N[C@@H](C(=O)N1[C@H](C[C@@H](C1)O)C(=O)NCC1=C(C=C(C=C1)C1=C(N=CS1)C)O)C(C)(C)C (2R,4S)-1-((R)-2-acetamido-3,3-dimethylbutanoyl)-4-hydroxy-N-(2-hydroxy-4-(4-methylthiazol-5-yl)benzyl)pyrrolidine-2-carboxamide